(1R,2R)-N-(6-((S)-1-cyanospiro[2.2]pentan-1-yl)isoquinolin-3-yl)-5-oxaspiro[2.4]heptane-1-carboxamide C(#N)[C@]1(CC12CC2)C=2C=C1C=C(N=CC1=CC2)NC(=O)[C@@H]2CC21COCC1